[Cu].[Ag].[Pt] platinum silver copper